NC(CCNC(=O)C=1NC=C(C1)[N+](=O)[O-])=N N-(3-amino-3-iminopropyl)-4-nitro-1H-pyrrole-2-carboxamide